1-(5-methylpyridin-2-yl)ethan-1-one CC=1C=CC(=NC1)C(C)=O